2-(4-chlorophenyl)-2-hydroxy-3-methylbutyric acid ClC1=CC=C(C=C1)C(C(=O)O)(C(C)C)O